ClC1=C(C=C(C=C1)NC(=O)NC1=CC=C(C=C1)OC1=CC=NC2=CC(=C3C(=C12)OCCO3)OCCCN3CCCC3)C(F)(F)F 1-(4-chloro-3-(trifluoromethyl)phenyl)-3-(4-((5-(3-(pyrrolidin-1-yl)propoxy)-2,3-dihydro-[1,4]dioxino[2,3-f]quinolin-10-yl)oxy)phenyl)urea